C1=CC=CC=2C3=CC=CC=C3C(C12)COC(=O)N[C@H](C(=O)N1[C@H](C=2NC3=CC(=CC=C3C2C[C@H]1C(=O)OC)OC)CC(C)C)CCC(=O)NC1CC1 (1S,3S)-methyl 2-((S)-2-((((9H-fluoren-9-yl)methoxy)carbonyl)amino)-5-(cyclopropylamino)-5-oxopentanoyl)-1-isobutyl-7-methoxy-2,3,4,9-tetrahydro-1H-pyrido[3,4-b]indole-3-carboxylate